C(C)(C)(C)OC(=O)N1CCC2(CC1)COC1=CC=CC=C1C2 1'-(tert-butoxycarbonyl)spiro[chroman-3,4'-piperidine]